BrC=1C(=C(C=CC1)C(CC(F)(F)F)N(CCNC(OC(C)(C)C)=O)C1CC1)F tert-butyl N-[2-[[1-(3-bromo-2-fluoro-phenyl)-3,3,3-trifluoro-propyl]-cyclopropyl-amino]ethyl]carbamate